CC(=O)N[C@@H]1[C@H](C[C@@](O[C@H]1[C@@H]([C@@H](CO)O)O)(C(=O)O)O[C@@H]2[C@H]([C@@H](O[C@@H]([C@@H]2O[C@H]3[C@@H]([C@H]([C@H]([C@H](O3)CO)O)O)NC(=O)C)CO)O)O)O The molecule is an amino trisaccharide consisting of N-acetyl-beta-D-galactosaminyl and 5-glycoloyl-alpha-neuraminyl residues linked respectively (1->4) and (2->3) to beta-D-galactose. It has a role as an epitope.